E-3-Hexen-1-ol C(C\C=C\CC)O